Perfluoroethan FC(C(F)(F)F)(F)F